N-Ethyl-5-fluoro-N-isopropyl-2-(2-methyl-3-((2R*,4S*)-2-methyl-1-((S)-4-azaspiro[2.4]-heptane-5-carbonyl)piperidine-4-carbonyl)-1H-pyrrolo[2,3-c]pyridin-1-yl)benzamide C(C)N(C(C1=C(C=CC(=C1)F)N1C(=C(C=2C1=CN=CC2)C(=O)[C@@H]2C[C@H](N(CC2)C(=O)[C@H]2NC1(CC1)CC2)C)C)=O)C(C)C |o1:22,24|